(2S,3S,4R)-4-(([1,1'-biphenyl]-4-ylmethyl)amino)-1-(tert-butoxycarbonyl)-3-hydroxypyrrolidine-2-carboxylic acid C1(=CC=C(C=C1)CN[C@H]1[C@@H]([C@H](N(C1)C(=O)OC(C)(C)C)C(=O)O)O)C1=CC=CC=C1